3-(9H-fluoren-9-ylidene)-3-hydroxypropanal C1=CC=CC=2C3=CC=CC=C3C(C12)=C(CC=O)O